(4'-Difluoromethyl-2'-methoxy-3,4,5,6-tetrahydro-2H-[1,3']bipyridinyl-4-yl)-{1-[1-methyl-3-(2-trifluoromethyl-benzylamino)-1H-pyrazol-4-yl]-ethyl}-amine FC(C1=C(C(=NC=C1)OC)N1CCC(CC1)NC(C)C=1C(=NN(C1)C)NCC1=C(C=CC=C1)C(F)(F)F)F